FC(C=1C=C(C=CC1)C1=NOC=N1)(F)F 3-[3-(trifluoromethyl)phenyl]-1,2,4-oxadiazol